(4-aminophenyl)methanol HCl salt Cl.NC1=CC=C(C=C1)CO